5-methoxy-1,2,3-benzothiadiazole-4-sulfonyl chloride COC1=CC=C2C(N=NS2)=C1S(=O)(=O)Cl